6-(2'-Methoxy-4'-methyl-3,4,5,6-tetrahydro-2H-[1,3']bipyridinyl-4-yl)-2-methyl-4-(2-trifluoromethyl-benzyl)-2,4,6,7-tetrahydro-pyrazolo[4,3-d]pyrimidin-5-on COC1=NC=CC(=C1N1CCC(CC1)N1C(N(C=2C(C1)=NN(C2)C)CC2=C(C=CC=C2)C(F)(F)F)=O)C